C12=CC(=CC=C2CC1)N1C(=NN=C1)C1=NC(=CC=C1)Br 2-(4-(bicyclo[4.2.0]octa-1,3,5-trien-3-yl)-4H-1,2,4-Triazol-3-yl)-6-bromopyridine